CNC(C(=O)O)(C)C N-Methyl-α-aminoisobutyric acid